C(C)(C)(C)OC(=O)N1CC(CC1)(C(F)(F)F)C(N)=O 3-carbamoyl-3-(trifluoromethyl)pyrrolidine-1-carboxylic acid tert-butyl ester